2,2,2-trichloro-N-[1-((6-chloropyridin-3-yl)methyl)pyridin-2(1H)-ylidene]-acetamide ClC(C(=O)N=C1N(C=CC=C1)CC=1C=NC(=CC1)Cl)(Cl)Cl